bis-[3-(triethoxysilyl)propyl] disulfide C(C)O[Si](CCCSSCCC[Si](OCC)(OCC)OCC)(OCC)OCC